methyl α-methoxyformyl-p-methoxycinnamate COC(=O)C(C(=O)OC)=CC1=CC=C(C=C1)OC